1-((2R,3R,4R,5R)-4-((tert-butyldimethylsilyl)oxy)-5-((heptadecylamino)methyl)-3-methoxytetrahydrofuran-2-yl)pyrimidine-2,4(1H,3H)-dione [Si](C)(C)(C(C)(C)C)O[C@H]1[C@H]([C@@H](O[C@@H]1CNCCCCCCCCCCCCCCCCC)N1C(NC(C=C1)=O)=O)OC